methyl 4-((1R,4R,5S)-5-((5-cyclopropyl-3-(2,6-dichlorophenyl)isoxazol-4-yl)methoxy)-2-azabicyclo[2.2.1]heptan-2-yl)-3-fluorobenzoate C1(CC1)C1=C(C(=NO1)C1=C(C=CC=C1Cl)Cl)CO[C@@H]1[C@H]2CN([C@@H](C1)C2)C2=C(C=C(C(=O)OC)C=C2)F